C(C)(=O)OC[C@H]1[C@@H](C=C(CC1)C)C |r| ((1RS,2RS)-2,4-dimethylcyclohex-3-enyl)methyl acetate